FC1=CC=C(C=C1)[C@@H]1N(CCC2=CC=CC=C12)CCS(=O)(=O)C12CCN(CC1)CC2 (S)-4-((2-(1-(4-fluorophenyl)-3,4-dihydroisoquinolin-2(1H)-yl)ethyl)sulfonyl)quinuclidine